N-(6-chloro-3-(((3-cyano-6-(1-methyl-1H-pyrazol-4-yl)pyrazolo[1,5-a]pyridin-4-yl)oxy)methyl)-2-fluorophenyl)acrylamide ClC1=CC=C(C(=C1NC(C=C)=O)F)COC=1C=2N(C=C(C1)C=1C=NN(C1)C)N=CC2C#N